(4-(4-(Chloromethyl)benzoyl)piperazin-1-yl)(4-methoxyphenyl)methanone ClCC1=CC=C(C(=O)N2CCN(CC2)C(=O)C2=CC=C(C=C2)OC)C=C1